C(CCCCC(=O)OCC(COC(CCCCCCC\C=C\C\C=C\CCCCC)=O)OC(CCCN(C)C)=O)(=O)OCC(CCCCCC)CCCC 2-butyloctyl (2-((4-(dimethylamino) butanoyl) oxy)-3-(((9e,12e)-octadeca-9,12-dienoyl) oxy) propyl) adipate